Methyl-N-((2-(4-((tert-butoxycarbonyl)amino)-2-chlorophenyl)thiazole-4-carbonyl)-L-seryl)-O-(tert-butyldiphenylsilyl)-L-serine CN([C@@H](CO[Si](C1=CC=CC=C1)(C1=CC=CC=C1)C(C)(C)C)C(=O)O)C([C@@H](NC(=O)C=1N=C(SC1)C1=C(C=C(C=C1)NC(=O)OC(C)(C)C)Cl)CO)=O